4-(cyclopentylsulfonyl)-N-(1-(3,3-difluorocyclobutyl)-2-oxo-1,2-dihydropyridin-3-yl)-2-(4,4-dimethyl-1,4-azasilinan-1-yl)benzamide C1(CCCC1)S(=O)(=O)C1=CC(=C(C(=O)NC=2C(N(C=CC2)C2CC(C2)(F)F)=O)C=C1)N1CC[Si](CC1)(C)C